tert-butyl 4-(6-cyclopropoxy-5-nitro-1-oxoisoindolin-2-yl)piperidine-1-carboxylate C1(CC1)OC1=C(C=C2CN(C(C2=C1)=O)C1CCN(CC1)C(=O)OC(C)(C)C)[N+](=O)[O-]